C(CCCCCCC)OC(C(C(=O)OCCCCCCCC)(CCCCCCO)CC)=O 2-Ethyl-2-(6-hydroxyhexyl)malonic acid dioctyl ester